BrC=1C(=NN(C1C)C=1C=C(C=CC1)NC(C=C)=O)[N+](=O)[O-] N-(3-(4-bromo-5-methyl-3-nitro-1H-pyrazol-1-yl)phenyl)acrylamide